(R)-N-(1-(2-methyl-3-(trifluoromethyl)phenyl)ethyl)-6-(6-methyl-2,6-diazaspiro[3.3]heptan-2-yl)cinnolin-4-amine CC1=C(C=CC=C1C(F)(F)F)[C@@H](C)NC1=CN=NC2=CC=C(C=C12)N1CC2(C1)CN(C2)C